3-methyl-1-phenyl-4-(p-fluorophenylthio)-1H-pyrazol-5-amine CC1=NN(C(=C1SC1=CC=C(C=C1)F)N)C1=CC=CC=C1